5-(3-bromopropyloxy)-2-chloro-1,3-dimethylbenzene BrCCCOC=1C=C(C(=C(C1)C)Cl)C